tert-Butyl 3-(hydroxymethyl)-3-nitro-cyclobutanecarboxylate OCC1(CC(C1)C(=O)OC(C)(C)C)[N+](=O)[O-]